((7S,8S)-5-fluoro-2-(2-methoxy-7-methylquinoxalin-5-yl)-8-methyl-7,8-dihydrobenzofuro[5,4-d]thiazol-7-yl)methanol FC1=CC=2N=C(SC2C=2[C@@H]([C@H](OC21)CO)C)C2=C1N=CC(=NC1=CC(=C2)C)OC